3-formyl-L-tryptophan benzyl ester C(C1=CC=CC=C1)OC([C@@H](N)CC1(C=NC2=CC=CC=C12)C=O)=O